2-{[(5r,8r)-2-(5-hydroxypyridine-3-carbonyl)-2-azaspiro[4.5]decan-8-yl]amino}-N-(2,2,2-trifluoroethyl)acetamide OC=1C=C(C=NC1)C(=O)N1CC2(CC1)CCC(CC2)NCC(=O)NCC(F)(F)F